7-(difluoromethyl)-6-(3,5-difluorophenoxy)-2,2,3-trifluoro-2,3-dihydro-1H-inden-1-one FC(C=1C(=CC=C2C(C(C(C12)=O)(F)F)F)OC1=CC(=CC(=C1)F)F)F